Cl.Cl.ClC1=C(C2=C(SC3=C2N=CN=C3NCC=3C=CC2=C(CC(O2)(C)C)C3)N=C1C)C 8-chloro-N-[(2,2-dimethyl-3H-benzofuran-5-yl)methyl]-7,9-dimethyl-pyrido[3',2':4,5]thieno[3,2-d]pyrimidin-4-amine dihydrochloride